tert-butyl (2-((2-(N,N-bis(4-methoxybenzyl)sulfamoyl)-3-(2-(4-methoxybenzyl)-2H-tetrazol-5-yl)-4-(quinolin-4-yl)phenyl)sulfonyl)ethyl)carbamate COC1=CC=C(CN(S(=O)(=O)C2=C(C=CC(=C2C=2N=NN(N2)CC2=CC=C(C=C2)OC)C2=CC=NC3=CC=CC=C23)S(=O)(=O)CCNC(OC(C)(C)C)=O)CC2=CC=C(C=C2)OC)C=C1